O(Cl)Cl.[Ru] ruthenium oxychloride salt